caraan C12CC(CCC1C2(C)C)C